CC1=NOC(=C1C=1C=CC(=NC1)C[N+]1=NOC(=C1)[N-]C(NC1=NC=CC(=N1)C(F)(F)F)=O)C (3-((5-(3,5-dimethylisoxazol-4-yl)pyridin-2-yl)methyl)-1,2,3-oxadiazol-3-ium-5-yl)((4-(trifluoromethyl)pyrimidin-2-yl)carbamoyl)amide